(R)-3-methyl-2-((methylamino)methyl)butanoic acid CC([C@@H](C(=O)O)CNC)C